NC1=NC(=C(C=2N1N=C(N2)CC2=C(C=CC=C2F)F)C2=CC(=NC(=C2)C)C#N)C=2OC=CN2 4-(5-amino-2-(2,6-difluorobenzyl)-7-(oxazol-2-yl)-[1,2,4]triazolo[1,5-c]pyrimidin-8-yl)-6-methylpyridinenitrile